2-(3-(4-((benzyloxy)carbonyl)piperazin-1-yl)azetidin-1-yl)-7-azaspiro[3.5]nonane C(C1=CC=CC=C1)OC(=O)N1CCN(CC1)C1CN(C1)C1CC2(C1)CCNCC2